(1r,4r)-N1-(5-Fluoro-4-(6-(trifluoromethyl)imidazo[1,2-a]pyridin-3-yl)pyrimidin-2-yl)cyclohexane-1,4-diamine FC=1C(=NC(=NC1)NC1CCC(CC1)N)C1=CN=C2N1C=C(C=C2)C(F)(F)F